CC1(N(C[C@@H]1CS(=O)(=O)C)C=1C=CC(=C2C=C(N=CC12)NC1=NC(=NC=C1)N1CCC(CC1)OC)[C@H]1N(CC1)C(C=C)=O)C 1-((S)-2-(8-((S)-2,2-dimethyl-3-((methylsulfonyl)methyl)azetidin-1-yl)-3-((2-(4-methoxypiperidin-1-yl)pyrimidin-4-yl)amino)isoquinolin-5-yl)azetidin-1-yl)prop-2-en-1-one